4-methyl-3,4-dihydro-2H-benzo[b][1,4,5]oxathiazepine 1,1-dioxide CC1CNS(C2=C(O1)C=CC=C2)(=O)=O